C(C)O/C=C/C(=O)NC(N[C@@H]1C[C@@H]([C@H]2OC(O[C@H]21)(C)C)CO)=O (E)-3-ethoxy-N-(((3aS,4R,6R,6aR)-6-(hydroxymethyl)-2,2-dimethyltetrahydro-4H-cyclopenta[d][1,3]dioxol-4-yl)carbamoyl)acrylamide